N-(1-cyanoethyl)-7-[5-(3,5-dichlorophenyl)-4,5-dihydro-5-(trifluoromethyl)-3-isoxazolyl]benzo[b]thiophene-4-carboxamide C(#N)C(C)NC(=O)C1=CC=C(C=2SC=CC21)C2=NOC(C2)(C(F)(F)F)C2=CC(=CC(=C2)Cl)Cl